Cl.ClC=1C=C(C=CC1Cl)N1N=C(C(=C1C)C)OCCN(CC)CC 2-[1-(3,4-dichlorophenyl)-4,5-dimethyl-1H-pyrazol-3-yloxy]-N,N-diethylethylamine hydrochloride